4-(2-Methylcyclohexyl)-2-[4-[(E)-3-phenylprop-2-enoyl]phenoxy]butanoic acid CC1C(CCCC1)CCC(C(=O)O)OC1=CC=C(C=C1)C(\C=C\C1=CC=CC=C1)=O